1-(4-isopropylphenyl)-N3-(4-(2-(piperidin-1-yl)ethoxy)phenyl)-1H-1,2,4-triazole-3,5-diamine C(C)(C)C1=CC=C(C=C1)N1N=C(N=C1N)NC1=CC=C(C=C1)OCCN1CCCCC1